N-((S)-1-(3-(2-methoxypyridin-4-yl)isothiazol-5-yl)ethyl)-2-methylpropane-2-sulfinamide COC1=NC=CC(=C1)C1=NSC(=C1)[C@H](C)NS(=O)C(C)(C)C